C(CCCCCCCCCCCCCCCCC)OC(C1=C(C=CC=C1)O)=O.[Mo] molybdenum stearyl-o-hydroxybenzoate